(S)-N-(8,9-Difluoro-6-oxo-1,4,5,6-tetrahydro-2H-pyrano[3,4-c]isoquinolin-1-yl)-N-methyl-1-(thiophen-3-yl)azetidine-3-carboxamide FC=1C(=CC=2C3=C(NC(C2C1)=O)COC[C@H]3N(C(=O)C3CN(C3)C3=CSC=C3)C)F